methyl (S,E)-(7-(dimethylamino)-1-((6-fluoro-1-((7-fluoro-4-isobutyl-3H-imidazo[4,5-c]pyridin-2-yl)methyl)-2-oxo-1,2-dihydropyridin-3-yl)amino)-1,7-dioxohept-5-en-2-yl)carbamate CN(C(/C=C/CC[C@@H](C(=O)NC=1C(N(C(=CC1)F)CC1=NC2=C(C(=NC=C2F)CC(C)C)N1)=O)NC(OC)=O)=O)C